3-nitro-4H-1,2,4-triazole [N+](=O)([O-])C1=NN=CN1